FC(C(C(C(F)(F)F)(F)F)(F)F)(S(=O)(=O)[N-]S(=O)(=O)C(C(C(C(F)(F)F)(F)F)(F)F)(F)F)F bis((perfluorobutyl)sulfonyl)amide